methyl 3-[(3-{[(1R,2S)-2-fluorocyclopropyl]carbamoyl}-8-{[(4-methoxyphenyl)methyl](methyl)amino}imidazo[1,2-b]pyridazin-6-yl)amino]-2-oxo-[1,2'-bipyridine]-4'-carboxylate F[C@@H]1[C@@H](C1)NC(=O)C1=CN=C2N1N=C(C=C2N(C)CC2=CC=C(C=C2)OC)NC=2C(N(C=CC2)C2=NC=CC(=C2)C(=O)OC)=O